2-amino-N-isopropyl-5-(4-(2-methoxy-2-phenylacetamido)-2-methylphenyl)nicotinamide ethyl-2-acetyl-2-chloro-3-methyl-5-oxopentanoate C(C)OC(C(C(CC=O)C)(Cl)C(C)=O)=O.NC1=C(C(=O)NC(C)C)C=C(C=N1)C1=C(C=C(C=C1)NC(C(C1=CC=CC=C1)OC)=O)C